(1S,9S)-1-((S)-1-Acetamidoallyl)-9-ethyl-5-fluoro-4-methyl-10,13-dioxo-2,3,9,10,13,15-hexahydro-1H,12H-benzo[de]pyrano[3',4':6,7]indolizino[1,2-b]quinolin-9-yl acetate C(C)(=O)O[C@@]1(C(OCC=2C(N3CC=4C(=NC=5C=C(C(=C6C5C4[C@H](CC6)[C@H](C=C)NC(C)=O)C)F)C3=CC21)=O)=O)CC